O[C@]1(CC(NC1)C(=O)O)C(F)(F)F (4S)-4-hydroxy-4-(trifluoromethyl)pyrrolidine-2-carboxylic acid